[Fe+3].NC1=C(C(=NN1C1=C(C=C(C=C1Cl)C(F)(F)F)Cl)C#N)S(=O)C(F)(F)F 5-amino-3-cyano-1-(2,6-dichloro-4-trifluoromethylphenyl)-4-trifluoromethylsulfinyl-pyrazole Iron (iii)